C1(CCC1)C1=CC=C2C(=N1)NC=C2C=2C=C(C1=C(N(C(=N1)C)C1CCN(CC1)C)C2)F 6-(6-cyclobutyl-1H-pyrrolo[2,3-b]pyridin-3-yl)-4-fluoro-2-methyl-1-(1-methylpiperidin-4-yl)-1H-benzo[d]imidazole